FC1=CC=C(C=C1)C=1NC=C(N1)C1=CC=C(C=C1)F 2,4-Bis(4-fluorophenyl)-1H-imidazole